1,4-dichlorobutyl ether ClC(CCCCl)OC(CCCCl)Cl